C1(CC1)C1=NN(C2=C1C=NC(=C2)CC(=O)N)C2=NC(=NC=C2F)C(C)(F)F (3-cyclopropyl-1-(2-(1,1-difluoroethyl)-5-fluoropyrimidin-4-yl)-1H-pyrazolo[4,3-c]pyridin-6-yl)acetamide